(3-isopropyl-7-methoxy-1H-indol-4-yl)methanamine C(C)(C)C1=CNC2=C(C=CC(=C12)CN)OC